C1(CC1)C(N1C[C@@]2(CC1)OCCN1C2=CC(=N1)C=1N=C(C(=NC1)N)C(F)(F)F)C=1NC=CN1 5-{(3'R)-1'-[cyclopropyl(1H-imidazol-2-yl)methyl]-6,7-dihydrospiro[pyrazolo[5,1-c][1,4]oxazine-4,3'-pyrrolidin]-2-yl}-3-(trifluoromethyl)pyrazin-2-amine